(2S,5R,6R)-6-[[(2R)-2-amino-2-(4-hydroxyphenyl)acetyl]amino]-3,3-dimethyl-7-oxo-4-thia-1-azabicyclo[3.2.0]heptane-2-carboxylic acid N[C@@H](C(=O)N[C@H]1[C@H]2SC([C@@H](N2C1=O)C(=O)O)(C)C)C1=CC=C(C=C1)O